C(CC(C)C)OC(CC=C(C)C)C=1C(=C2C(C=CC(C2=C(C1)OC)=O)=O)OC 6-(1-(isopentyloxy)-4-methylpent-3-en-1-yl)-5,8-dimethoxynaphthalene-1,4-dione